FC1(CCN(CC1)C1=CC(=C(C(=O)OCC)C=C1)[N+](=O)[O-])F ethyl 4-(4,4-difluoropiperidin-1-yl)-2-nitrobenzoate